(E)-hex-3-enoic acid C(C\C=C\CC)(=O)O